C(CCCCCCCCCCCC)OCCOS(=O)(=O)O.CC1=C(C=CC=C1B1OC(C(O1)(C)C)(C)C)NC(C(=C)C)=O N-(2-methyl-3-(4,4,5,5-tetramethyl-1,3,2-dioxaborolan-2-yl)phenyl)methacrylamide 2-tridecoxyethyl-sulfate